N1C(=NC=C1)S(=O)(=O)OC(CC)C=C vinyl-3-propyl imidazolesulfonate